1-(1,3-dihydro-2H-isoindol-2-yl)-2-[(1-methyl-1H-pyrazol-3-yl)sulfonyl]ethanone C1N(CC2=CC=CC=C12)C(CS(=O)(=O)C1=NN(C=C1)C)=O